CCCCCCCCC(C)OC(C=C)=O deca-9-ylacrylate